NC1=CC(=C(C=C1F)C1=CN(C=2N=CN=C(C21)N)C2CC2)F 5-(4-amino-2,5-difluorophenyl)-7-cyclopropyl-7H-pyrrolo[2,3-d]Pyrimidin-4-amine